(3-chloro-2-fluorophenyl)-7-((3-methylpyrrolidin-3-yl)ethynyl)-6-nitro-quinazolin-4-amine ClC=1C(=C(C=CC1)C1=NC2=CC(=C(C=C2C(=N1)N)[N+](=O)[O-])C#CC1(CNCC1)C)F